NC1=NC2=C(N1)C=C(C=C2)CNC(CC2C(=CN=C(C2=O)NCCC2=CC=CC=C2)C=2C=C(C(=O)OC)C=CC2)=O methyl 3-(4-(2-(((2-amino-1H-benzo[d]imidazol-6-yl)methyl)amino)-2-oxoethyl)-5-oxo-6-(phenethylamino)-4,5-dihydropyridin-3-yl)benzoate